dimethyl-N,N'-diphenylthiuram disulfide CN(C(SSC(N(C1=CC=CC=C1)C)=S)=S)C1=CC=CC=C1